CC(C(=O)C1=CC=CC=C1)(C)C1=CC=CC=C1 2-methyl-1,2-diphenyl-1-propanone